3,3'-heptamethylenebis(1H-1,2,4-triazole) N1N=C(N=C1)CCCCCCCC1=NNC=N1